tert-butyl 4-(((7-((tert-butoxycarbonyl) (4-(pyridin-2-yl) benzyl) amino)-3-cyclopropylpyrazolo[1,5-a]pyrimidin-5-yl) amino) methyl)-4-methylpiperidine-1-carboxylate C(C)(C)(C)OC(=O)N(C1=CC(=NC=2N1N=CC2C2CC2)NCC2(CCN(CC2)C(=O)OC(C)(C)C)C)CC2=CC=C(C=C2)C2=NC=CC=C2